OC1(COC1)C1=CC=C(C=C1)C(=O)N1CCC(CC1)C1=CC=C(C=C1)OC (4-(3-hydroxyoxetan-3-yl)phenyl)(4-(4-methoxyphenyl)piperidin-1-yl)methanone